C1(CC1)SC1=CC=CC=C1 cyclopropylphenyl-thioether